C(C1=CC=CC=C1)O[C@H]1[C@H](C(O[C@@H]1COCC1=CC=CC=C1)=O)F (3R,4R,5R)-4-(benzyloxy)-5-(benzyloxylmethyl)-3-fluorodihydrofuran-2(3H)-one